CC(=O)NC(CC1=CNC2=CC=CC=C21)C(=O)O The molecule is an N-acetylamino acid that is the N-acetyl derivative of tryptophan. It has a role as a metabolite. It is a N-acetyl-amino acid and a tryptophan derivative. It is a conjugate acid of a N-acetyltryptophanate.